4-(4-[3-Cyano-4-isopropoxypyrazolo[1,5-a]pyridin-6-yl]-5-methylpyrazol-1-yl)piperidine-1-carbonitrile C(#N)C=1C=NN2C1C(=CC(=C2)C=2C=NN(C2C)C2CCN(CC2)C#N)OC(C)C